(R)-N-(3-(2-((2-fluoro-3-(methylsulfonyl)phenyl)amino)-5-methyl-pyrimidin-4-yl)-1H-indol-7-yl)-2-(4-(2-hydroxyethyl)piperazin-1-yl)propanamide FC1=C(C=CC=C1S(=O)(=O)C)NC1=NC=C(C(=N1)C1=CNC2=C(C=CC=C12)NC([C@@H](C)N1CCN(CC1)CCO)=O)C